CN(C1=CC=C(C=C1)C=1SC2=C(N1)C=CC(=C2)OCCOCCOCCOCCNC2=C1C(N(C(C1=CC=C2)=O)C2C(NC(CC2)=O)=O)=O)C 4-((2-(2-(2-(2-((2-(4-(dimethylamino)phenyl)benzo[d]thiazol-6-yl)oxy)ethoxy)ethoxy)ethoxy)ethyl)amino)-2-(2,6-dioxopiperidin-3-yl)isoindoline-1,3-dione